(Cyano-L-prolyl)-N-methyl-4-(quinolin-6-yl)indoline-6-carboxamide C(#N)N1[C@@H](CCC1)C(=O)N1CCC2=C(C=C(C=C12)C(=O)NC)C=1C=C2C=CC=NC2=CC1